FC=1C(=C(C=CC1)C1=CC(=CC=C1F)[C@H]([C@]1(C[C@H](CC1)N(S(=O)(=O)C)CC1=CC=C(C=C1)OC)C=1OC=C(N1)CO)F)O N-((1S,3R)-3-((R)-(3',6-difluoro-2'-hydroxy-[1,1'-biphenyl]-3-yl)fluoromethyl)-3-(4-(hydroxymethyl)oxazol-2-yl)cyclopentyl)-N-(4-methoxybenzyl)methanesulfonamide